ClC=1C(=CC(=NC1)OC)C1=CC(=NN1)C(=O)N1C(CC(C(C1)C)C(=O)[O-])C 1-[5-(5-chloro-2-methoxypyridin-4-yl)-1H-pyrazole-3-carbonyl]-2,5-dimethylpiperidine-4-carboxylate